5-chloro-1'-[2-({7-oxo-8-[(cis)-3-hydroxycyclobutyl]-5,6,7,8-tetrahydro-1,8-naphthyridin-3-yl}oxy)ethyl]-1,2-dihydrospiro[indole-3,4'-piperidin]-2-one ClC=1C=C2C(=CC1)NC(C21CCN(CC1)CCOC=1C=NC=2N(C(CCC2C1)=O)[C@@H]1C[C@@H](C1)O)=O